BrC1=CC(=C(C=C1C(=O)OC)C(C(=O)[O-])(C(=O)[O-])C)[N+](=O)[O-] 2-(4-bromo-5-(methoxycarbonyl)-2-nitrophenyl)-2-methylmalonate